C1(=CC=CC=C1)C1=CC(=NC=N1)NC(C(=O)O)CC 2-((6-phenylpyrimidin-4-yl)amino)Butyric acid